COC(=O)C12CC(C1)(C2)N2N=C(C(=C2C)[N+](=O)[O-])OCCCO methyl-3-(3-(3-hydroxypropoxy)-5-methyl-4-nitro-1H-pyrazol-1-yl)bicyclo[1.1.1]pentane-1-carboxylate